(4S)-N-methyl-3-(6-methyl-4-(trifluoromethyl)pyridin-2-yl)-2-oxo-N-(1-(tetrahydro-2H-pyran-2-yl)-1H-indazol-6-yl)oxazolidine-4-carboxamide CN(C(=O)[C@H]1N(C(OC1)=O)C1=NC(=CC(=C1)C(F)(F)F)C)C1=CC=C2C=NN(C2=C1)C1OCCCC1